C(#N)C1=CC(=C(COC2=CC=CC(=N2)N2C[C@@H](N(CC2)CC=2S(C=CC2)C[C@H]2OCC2)C)C=C1)F 2-(((S)-4-(6-((4-cyano-2-fluorobenzyl)oxy)pyridin-2-yl)-2-methylpiperazin-1-yl)methyl)-1-(((S)-oxetan-2-yl)methyl)-1H-thiophene